N-cyclopropyl-4-methyl-3-{1-[6-(2-methylpropane-2-sulfonyl)imidazo[1,2-a]pyridin-2-yl]-1H-pyrazol-4-yl}benzamide C1(CC1)NC(C1=CC(=C(C=C1)C)C=1C=NN(C1)C=1N=C2N(C=C(C=C2)S(=O)(=O)C(C)(C)C)C1)=O